(R)-N-(5-Cyano-4-(3-methoxypyrrolidin-1-yl)pyridin-2-yl)-7-formyl-6-((2-carbonyl-1,3-oxazepin-3-yl)methyl)-3,4-dihydro-1,8-naphthyridin-1(2H)-carboxamide C(#N)C=1C(=CC(=NC1)NC(=O)N1CCCC2=CC(=C(N=C12)C=O)CN1C(OC=CC=C1)=C=O)N1C[C@@H](CC1)OC